ClC=1C=C(C=CC1O)C=1OC2=C(C1)C(=C(C=C2)C(\C=C(\C2=CC=CC=C2)/O)=O)OC (Z)-1-(2-(3-chloro-4-hydroxyphenyl)-4-methoxybenzofuran-5-yl)-3-hydroxy-3-phenylprop-2-en-1-one